(8S)-4-(2-fluorophenyl)-8-methyl-7-(4-methyl-1,3-thiazol-5-yl)-2-(2-(2-propenoyl)-2,6-diazaspiro[3.4]octan-6-yl)-5,6,7,8-tetrahydro-1,7-naphthyridine-3-carbonitrile FC1=C(C=CC=C1)C1=C(C(=NC=2[C@@H](N(CCC12)C1=C(N=CS1)C)C)N1CC2(CN(C2)C(C=C)=O)CC1)C#N